1-(4-((4-(6-((6-acetyl-8-cyclopentyl-5-methyl-7-oxo-7,8-dihydropyrido[2,3-d]pyrimidin-2-yl)amino)pyridin-3-yl)piperazin-1-yl)methyl)phenyl)dihydropyrimidine-2,4(1H,3H)-dione C(C)(=O)C1=C(C2=C(N=C(N=C2)NC2=CC=C(C=N2)N2CCN(CC2)CC2=CC=C(C=C2)N2C(NC(CC2)=O)=O)N(C1=O)C1CCCC1)C